(±)-2-(2-(7-Bromo-4-methoxybenzofuran-5-yl)-4-methyl-3,4-dihydro-2H-benzo[b][1,4]oxazin-8-yl)acetic acid ethyl ester C(C)OC(CC1=CC=CC2=C1O[C@@H](CN2C)C=2C=C(C1=C(C=CO1)C2OC)Br)=O |r|